N,N,1-trimethyl-4-(2-{[(3S)-piperidin-3-yl]amino}-5-(trifluoromethyl)pyrimidin-4-yl)-1H-pyrrole-2-carboxamide CN(C(=O)C=1N(C=C(C1)C1=NC(=NC=C1C(F)(F)F)N[C@@H]1CNCCC1)C)C